bromo-3-(2-methyl-4-oxoquinazoline-3(4H)-yl)piperidine BrN1CC(CCC1)N1C(=NC2=CC=CC=C2C1=O)C